(E)-7-(3-(3-iodobenzylidene)-2,5-diketopyrrolidinyl)-N-hydroxyheptylamide IC=1C=C(\C=C/2\C(N(C(C2)=O)C(CCCCCC[NH-])O)=O)C=CC1